FC(C1=CC(=NC(=C1)[C@]1(COCC1)OC)N1N=C(C=2C=NC(=CC21)NC(C)=O)C)F (R)-N-(1-(4-(Difluoromethyl)-6-(3-methoxytetrahydrofuran-3-yl)pyridine-2-yl)-3-methyl-1H-pyrazolo[4,3-c]pyridine-6-yl)acetamide